FC=1C=C(C=C(C1)F)[C@@H]1C[C@H](C2=NNC(N21)=O)C (5S,7R)-5-(3,5-difluorophenyl)-7-methyl-2,5,6,7-tetrahydro-3H-pyrrolo[2,1-c][1,2,4]triazol-3-one